C(C1=CC=CC=C1)(=O)NC1=CC(=NN1C)C1=CC(=C(C=C1)NC(C1=C(C=CC=C1)Cl)=O)OC N-(4-(5-benzamido-1-methyl-1H-pyrazol-3-yl)-2-methoxyphenyl)-2-chlorobenzamide